O=C1NC(CC[C@@H]1NC(C1=CN=CC(=C1)C1=CC=C(C=C1)N(C(C)=O)C1CCC(CC1)NC1=NC2=CC=CC=C2C=N1)=O)=O N-((S)-2,6-dioxopiperidin-3-yl)-5-(4-(N-((1r,4S)-4-(quinazolin-2-ylamino)cyclohexyl)acetamido)phenyl)nicotinamide